Undecan-3-yl 8-((6-((2-hexyldecyl)oxy)-6-oxohexyl)(3-((2-(methylamino)-3,4-dioxocyclobut-1-en-1-yl)amino)propyl)amino)octanoate C(CCCCC)C(COC(CCCCCN(CCCCCCCC(=O)OC(CC)CCCCCCCC)CCCNC1=C(C(C1=O)=O)NC)=O)CCCCCCCC